(3R)-3-amino-5-[(4-chlorophenyl)methyl]-8-fluoro-7-[5-(2-oxa-5-azabicyclo[4.1.0]heptan-5-yl)-1,2,4-oxadiazol-3-yl]-1-oxo-2,3-dihydro-1λ6,5-benzothiazepin-4-one N[C@H]1C[SH2](C2=C(N(C1=O)CC1=CC=C(C=C1)Cl)C=C(C(=C2)F)C2=NOC(=N2)N2CCOC1CC21)=O